Trifluoromethyl-Silane sodium platinum(IV) chloride [Pt](Cl)(Cl)(Cl)Cl.[Na].FC(F)(F)[SiH3]